methyl (E)-3-(2-bromo-1H-imidazol-5-yl)prop-2-enoate BrC=1NC(=CN1)/C=C/C(=O)OC